N-((3R,4S)-3-fluoro-1-(oxetan-3-yl)piperidin-4-yl)-5-(1-((R)-2-fluoropropyl)-1H-benzo[d][1,2,3]triazol-6-yl)-4-methoxypyrrolo[2,1-f][1,2,4]triazin-2-amine F[C@@H]1CN(CC[C@@H]1NC1=NN2C(C(=N1)OC)=C(C=C2)C=2C=CC1=C(N(N=N1)C[C@@H](C)F)C2)C2COC2